CNS(=O)(=O)F (methyl)sulfamoylfluoride